NC1=CC=CC(=N1)S(=O)(=O)NC(=O)C=1C(=NC(=CC1)OC)OC1=C(C=C(C=C1C)C)C N-[(6-Amino-2-pyridyl)sulfonyl]-6-methoxy-2-(2,4,6-trimethylphenoxy)pyridin-3-carboxamid